ClC1=NC=C(C=C1[C@@H](C)N(C(O)=O)C1=C(N=NN1C)C1=NC=C(N=C1)NC(=O)C12CC(C1)(C2)F)F.C(O)C(C)(CO)CO 1,1,1-trimethylolethane (R)-1-(2-chloro-5-fluoropyridin-3-yl)ethyl-(4-(5-(3-fluorobicyclo[1.1.1]pentane-1-carboxamido)pyrazin-2-yl)-1-methyl-1H-1,2,3-triazol-5-yl)carbamate